N[C@@H]1[C@@H](OCC12CCN(CC2)C=2N=CC(=NC2)SC2=C(C(=NC=C2)NC(=O)NS(=O)(=O)C)Cl)C N-((4-((5-((3S,4S)-4-amino-3-methyl-2-oxa-8-aza-spiro[4.5]decan-8-yl)pyrazin-2-yl)thio)-3-chloropyridin-2-yl)carbamoyl)methane-sulfonamide